C1=CC2=C(C=C1Cl)C(=CC(=O)O2)O The molecule is a hydroxycoumarin that is coumarin in which a hydroxy group replaces the hydrogen at position 4 and a chloro substituent replaces the hydrogen at position 6. It is a hydroxycoumarin and an organochlorine compound.